N-((4-(benzylthio)-5-methyl-1-((2-(trimethylsilyl)ethoxy)methyl)-1H-imidazol-2-yl)(3-chloro-4-fluorophenyl)methyl)-5-fluoro-6-methylpyridin-2-amine C(C1=CC=CC=C1)SC=1N=C(N(C1C)COCC[Si](C)(C)C)C(NC1=NC(=C(C=C1)F)C)C1=CC(=C(C=C1)F)Cl